O1C(CCOC(CC1)=O)=O 1,5-dioxocane-2,6-dione